Hexyl-3,4-diamino-cyclohexane C(CCCCC)C1CC(C(CC1)N)N